C[Sn](C1=CC=C(O1)/C=C/C(C)=O)(C)C (E)-4-(5-trimethylstannanyl-furan-2-yl)-but-3-en-2-one